tert-butyl (3S)-3-(2-aminoethyl)azepane-1-carboxylate NCC[C@H]1CN(CCCC1)C(=O)OC(C)(C)C